2-(3-Chlorophenyl)furan ClC=1C=C(C=CC1)C=1OC=CC1